N-(2-chloro-6-methylphenyl)-2-((6-(4-(6-(2-(2-((3-(2,6-dioxopiperidin-3-yl)phenyl)amino)-2-oxoethoxy)ethoxy)hexyl)piperazin-1-yl)-2-methylpyrimidin-4-yl)amino)thiazole-5-carboxamide ClC1=C(C(=CC=C1)C)NC(=O)C1=CN=C(S1)NC1=NC(=NC(=C1)N1CCN(CC1)CCCCCCOCCOCC(=O)NC1=CC(=CC=C1)C1C(NC(CC1)=O)=O)C